C(C(O)CC(=O)O)(=O)SCCNC(CCNC([C@@H](C(COP(OP(OC[C@@H]1[C@H]([C@H]([C@@H](O1)N1C=NC=2C(N)=NC=NC12)O)OP(=O)(O)O)(=O)O)(=O)O)(C)C)O)=O)=O malylcoa